CC1(CC=NO1)C(F)(F)F 5-methyl-5-(trifluoromethyl)-4,5-dihydroisoxazole